8-(3-Aminoprop-1-yn-1-yl)-N-methyl-N-Phenyl-[1,2,4]triazolo[4,3-a]quinazolin-5-amine NCC#CC1=CC=C2C(=NC=3N(C2=C1)C=NN3)N(C3=CC=CC=C3)C